C=CCCC(C)C iso-Hepten